(±)-methyl trans-2-(2-formylhydrazine-1-carbonyl)cyclopropane-1-carboxylate C(=O)NNC(=O)[C@H]1[C@@H](C1)C(=O)OC |r|